(R)-4-(7-chloro-3-(3-methyl-1H-pyrazol-5-yl)isothiazolo[4,5-b]pyridin-5-yl)-3-methylmorpholine ClC1=C2C(=NC(=C1)N1[C@@H](COCC1)C)C(=NS2)C2=CC(=NN2)C